N-(3-(3-chloro-2-(3-methoxy-4-(((((S)-5-oxopyrrolidin-2-yl)methyl)amino)methyl)phenyl)pyridin-4-yl)-2-methylphenyl)-5-(((S)-3-hydroxypyrrolidin-1-yl)methyl)picolinamide ClC=1C(=NC=CC1C=1C(=C(C=CC1)NC(C1=NC=C(C=C1)CN1C[C@H](CC1)O)=O)C)C1=CC(=C(C=C1)CNC[C@H]1NC(CC1)=O)OC